ClC1=C(COC=2C(=NC=C(C2)C2=CC(=CC=C2)F)N)C(=CC=C1)Cl 3-(2,6-dichloro-benzyloxy)-5-(3-fluoro-phenyl)-pyridin-2-ylamine